C1(CCCC1)C(C(=O)OC(C)C)(C(C(=O)OC(C)C)C1CCCC1)C#N diisopropyl 2,3-dicyclopentyl-2-cyanosuccinate